N-(4-(N,N-bis(4-methoxybenzyl)sulfamoyl)-1-(4-fluorobenzyl)-1H-indazol-6-yl)-2-(2-chlorophenyl)acetamide COC1=CC=C(CN(S(=O)(=O)C2=C3C=NN(C3=CC(=C2)NC(CC2=C(C=CC=C2)Cl)=O)CC2=CC=C(C=C2)F)CC2=CC=C(C=C2)OC)C=C1